BrC(N)C1=NC=CC=C1 bromo(pyridin-2-yl)methanamine